FC(C1=CC=CC(=N1)NC(=O)[C@@H]1CC12CCN(CC2)C(=O)OC(C(F)(F)F)C(F)(F)F)(F)F |o1:11| 1,1,1,3,3,3-hexafluoro-propan-2-yl (R or S)-1-((6-(trifluoro-methyl)pyridin-2-yl)carbamoyl)-6-azaspiro[2.5]octane-6-carboxylate